FC=1C=C(C=C(C1OC)F)C1=NNC=C1C=O 3-(3,5-Difluoro-4-methoxyphenyl)-1H-pyrazole-4-carbaldehyde